2-(6-((R)-3-aminopyrrolidin-1-yl)-5-(trifluoromethyl)pyridin-2-yl)-4-(2-fluoro-6-methoxyphenyl)-2,3-dihydro-1H-pyrrolo[3,4-c]pyridin-1-one N[C@H]1CN(CC1)C1=C(C=CC(=N1)N1CC=2C(=NC=CC2C1=O)C1=C(C=CC=C1OC)F)C(F)(F)F